N1(CCCCC1)C(=O)C1=CC=C(C=C1)C=C Piperidin-1-yl-(4-vinylphenyl)methanone